BrC=1C=C(C=CC1)C([C@@H](C(=O)N[C@H](C(=O)N(C)C(/C=C(/C(=O)O)\C)C(C)C)C(C)(C)C)NC)(C)C (E)-4-((S)-2-((S)-3-(3-bromophenyl)-3-methyl-2-(methylamino)butanamido)-N,3,3-trimethylbutanamido)-2,5-dimethylhex-2-enoic acid